FC(C(=O)O)(F)F.N1CC(C1)CC1=NC(=NO1)C1=CC=C(C=C1)OCCCCCCCC 5-(azetidin-3-ylmethyl)-3-(4-(octyloxy)phenyl)-1,2,4-oxadiazole trifluoroacetate